3,5-dimethoxy-6-methyl-4-(2-methyl-1-oxopropyl)-2-{[2,4,6-trihydroxy-5-methyl-3-(2-methyl-1-oxopropyl)phenyl]methyl}phenolate COC=1C(=C(C(=C(C1C(C(C)C)=O)OC)C)[O-])CC1=C(C(=C(C(=C1O)C)O)C(C(C)C)=O)O